BrC=1C=C(C(=C(N[C@H](C)C2=C(C=C(C=C2)Cl)Cl)C1)[N+](=O)[O-])OC (R)-5-bromo-N-(1-(2,4-dichlorophenyl)ethyl)-3-methoxy-2-nitroaniline